FC=1C=C(C=CC1F)C=1N=C(NC1C=1C=CC=2N(C1)C=CN2)CC 6-(4-(3,4-Difluorophenyl)-2-ethyl-1H-imidazol-5-yl)imidazo[1,2-a]pyridine